methyl trans-4-[(6-cyano-4-fluoro-indazol-2-yl)methyl]cyclohexanecarboxylate C(#N)C=1C=C(C2=CN(N=C2C1)C[C@@H]1CC[C@H](CC1)C(=O)OC)F